(4-(3-(2-((tert-Butyldiphenylsilyl)oxy)ethyl)cyclobut-1-en-1-yl)-1-oxoisoindolin-2-yl)piperidine-2,6-dione [Si](C1=CC=CC=C1)(C1=CC=CC=C1)(C(C)(C)C)OCCC1C=C(C1)C1=C2CN(C(C2=CC=C1)=O)N1C(CCCC1=O)=O